C(CCCCC)N(C(CC1=C(NC2=CC=CC=C12)C1=CC=CC=C1)=O)CCCCCC N,N-dihexyl-2-phenylIndole-3-acetamide